4-[2-Amino-3-(p-chlorophenyl)-4-pyridyl]-1-(2-amino-1-phenylethyl)-1H-pyrazol NC1=NC=CC(=C1C1=CC=C(C=C1)Cl)C=1C=NN(C1)C(CN)C1=CC=CC=C1